FC1(C(=C(C(C(C1(F)F)(F)F)(F)F)C(F)(F)F)C(F)(F)F)F 3,3,4,4,5,5,6,6-octafluoro-1,2-bis(trifluoromethyl)cyclohex-1-ene